(2-aminophenyl)3-phenylurea NC1=C(C=CC=C1)NC(=O)NC1=CC=CC=C1